7-chloro-N-(1-(pyridin-2-yl)piperidin-4-yl)quinazolin-4-amine ClC1=CC=C2C(=NC=NC2=C1)NC1CCN(CC1)C1=NC=CC=C1